(3-(3-(6-bromo-7-((3-sulfamoylphenyl)amino)-1H-imidazo[4,5-b]pyridin-2-yl)-2,5-dimethyl-1H-pyrrol-1-yl)-4-methylphenyl)-2-(dimethylamino)acetamide BrC=1C(=C2C(=NC1)N=C(N2)C2=C(N(C(=C2)C)C=2C=C(C=CC2C)C(C(=O)N)N(C)C)C)NC2=CC(=CC=C2)S(N)(=O)=O